2,3,3,5-Tetramethylhept-1-en-4-ol CC(=C)C(C(C(CC)C)O)(C)C